hexahydro-pyridazin-3-carboxylic acid N1NC(CCC1)C(=O)O